CNC(=O)C1CN(C1)CC1=CC=C(C=C1)N(CCCCCC(C)C)C N-methyl-1-({4-[methyl(6-methylheptyl)amino]phenyl}methyl)azetidine-3-carboxamide